ClC=1C=C(C=CC1)S(=O)(=O)N1C=C(C2=C(C=CC=C12)I)C=O 1-((3-chlorophenyl)sulfonyl)-4-iodo-1H-indole-3-carbaldehyde